FC1=CC=C2C(=C(N=CC2=C1B1OC(C(O1)(C)C)(C)C)C(=O)NCCC)NCC1=CC=C(C=C1)OC 7-Fluoro-4-((4-methoxybenzyl)amino)-N-propyl-8-(4,4,5,5-tetramethyl-1,3,2-dioxaborolan-2-yl)isoquinoline-3-carboxamide